FC1CN(CCC1NC=1C=2C=CN(C2C=C(C1)I)CC(F)(F)F)C N-(3-fluoro-1-methyl-4-piperidyl)-6-iodo-1-(2,2,2-trifluoroethyl)indol-4-amine